1,1,2,2-tetrafluoroethyl n-butyl ether C(CCC)OC(C(F)F)(F)F